7-cyclopropyl-2-(2,6-dioxopiperidin-3-yl)-3-oxoisoindoline-5-carbonitrile C1(CC1)C=1C=C(C=C2C(N(CC12)C1C(NC(CC1)=O)=O)=O)C#N